N-(5-(4-acetamidophenyl)thiazolo[5,4-b]pyridin-2-yl)-4-(2-methoxy-5-(trifluoromethyl)phenyl)-6-methylnicotinamide C(C)(=O)NC1=CC=C(C=C1)C1=CC=C2C(=N1)SC(=N2)NC(C2=CN=C(C=C2C2=C(C=CC(=C2)C(F)(F)F)OC)C)=O